(S)-ethyl 2-(1-palmitoylpyrrolidine-2-carboxamido)acetate C(CCCCCCCCCCCCCCC)(=O)N1[C@@H](CCC1)C(=O)NCC(=O)OCC